(R)-3-(3-methyl-2-oxopyrazin-1(2H)-yl)piperidine-1-carboxylic acid 4-nitrophenyl ester [N+](=O)([O-])C1=CC=C(C=C1)OC(=O)N1C[C@@H](CCC1)N1C(C(=NC=C1)C)=O